C(C)C(CNC(=S)SSC(=S)N)CCCC (2-ethylhexyl)thiuram disulphide